ClC=1SC(=CC1)C(=O)[O-].CC(C[Sn+](CC(C)(C)C1=CC=CC=C1)CC(C)(C)C1=CC=CC=C1)(C)C1=CC=CC=C1 tri(2-methyl-2-phenylpropyl)tin 2-chlorothiophene-5-formate